3-[(2R,3R)-2-Amino-3-methoxybutyl]-1-[(1S)-1-phenylethyl]-3-{4'-ethoxy-[1,1'-biphenyl]-4-yl}urea N[C@H](CN(C(N[C@@H](C)C1=CC=CC=C1)=O)C1=CC=C(C=C1)C1=CC=C(C=C1)OCC)[C@@H](C)OC